methyl (2S,4S)-4-(3,4-difluorophenyl)-2-methylpiperidine-4-carboxylate FC=1C=C(C=CC1F)[C@]1(C[C@@H](NCC1)C)C(=O)OC